C1(CC1)N1C=CC(C2=CC(=C(C(=C12)OC)F)F)=O 1-cyclopropyl-6,7-difluoro-8-methoxy-1,4-dihydro-4-oxoquinoline